COC=1N=C2C(=CC(NC2=CC1)(C)C)C 1,2-dihydro-6-methoxy-2,2,4-trimethyl-1,5-naphthyridine